4-amino-3-(benzo[d]thiazol-2-yl)benzonitrile NC1=C(C=C(C#N)C=C1)C=1SC2=C(N1)C=CC=C2